C12(CCCCC1)[C@H]1CC[C@@H]([C@H]2NC(OCC2=CC=CC=C2)=O)C1 benzyl ((1S,3R,4R)-spiro[bicyclo[2.2.1]heptane-2,1'-cyclohexan]-3-yl)carbamate